5,8-difluoro-2H-chromene-3-carboxylic acid FC1=C2C=C(COC2=C(C=C1)F)C(=O)O